FC(C1=CC(=NN1CCN(C(C)=O)C)C1=NC(=NO1)C1(CC1)C1=C(C=CC=C1)C)F N-(2-(5-(difluoromethyl)-3-(3-(1-(o-tolyl)cyclopropyl)-1,2,4-oxadiazol-5-yl)-1H-pyrazol-1-yl)ethyl)-N-methylacetamide